C(C)C=1N=C2N(C=C(C=C2)C2C(CN(CC2)C(=O)OC(C)(C)C)O)C1N(C)C=1SC=C(N1)C1=CC=C(C=C1)F tert-butyl 4-(2-ethyl-3-((4-(4-fluorophenyl)thiazol-2-yl)(methyl)amino) imidazo[1,2-a]pyridin-6-yl)-3-hydroxypiperidine-1-carboxylate